CC(C(=O)O)CSC 2-methyl-3-(methylthio)propanoic acid